C(C1=CC=CC=C1)OC(=O)N1C(CC1)C(=O)O 1-((benzyloxy)carbonyl)azetidine-2-carboxylic acid